COC1=NC=CC(=C1)C1=CC=C(C=C1)NC1=NC(=NC=C1)N1CCN(CC1)C(=O)OCCCC butyl 4-(4-((4-(2-methoxypyridin-4-yl)phenyl)amino)pyrimidin-2-yl)piperazine-1-carboxylate